NC1=C(SC2=NC(=CC=C21)C)C(=O)N[C@@H]2CC=1C(=NC(=CC1)N1CC3CNCC(C1)C3(F)F)OC2 3-amino-N-[(3R)-7-{9,9-difluoro-3,7-diazabicyclo[3.3.1]nonan-3-yl}-2H,3H,4H-pyrano[2,3-b]pyridin-3-yl]-6-methylthieno[2,3-b]pyridine-2-carboxamide